4-fluoro-2-trifluoroethoxy-1,3,2-dioxaphosphorinane phosphate P(=O)(O)(O)O.FC1OP(OCC1)OCC(F)(F)F